4-chloro-5-methyl-6,7-dihydro-5H-cyclopenta[b]pyridin-7-ol ClC1=C2C(=NC=C1)C(CC2C)O